C(C)(=O)O[C@H]1[C@@H](SC=2C=NC=C(C2)Br)O[C@@H]([C@@H]([C@@H]1N1N=NC(=C1)C(C)O)OC(C)=O)COC(C)=O 5-Bromopyridin-3-yl 2,4,6-tri-O-acetyl-3-deoxy-3-[4-(1-hydroxyethyl)-1H-1,2,3-triazol-1-yl]-1-thio-alpha-D-galactopyranoside